C(C1=CC=CC=C1)OCN1N=CC2=C(C1=O)C(=CC(N2CCOCCC(N2CCN(CC2)C2=NC=C(C=N2)C(F)(F)F)=O)=O)C 6-((benzyloxy)methyl)-4-methyl-1-(2-(3-oxo-3-(4-(5-(trifluoromethyl)pyrimidin-2-yl)piperazin-1-yl)propoxy)ethyl)pyrido[2,3-d]pyridazine-2,5(1H,6H)-dione